ClC=1C=C(C=CC1)CCC(=O)N 3-(3-chlorophenyl)propanamide